tert-butyl (2-methyl-4-(pyrrolo[1,2-b]pyridazin-4-yl)benzyl)carbamate CC1=C(CNC(OC(C)(C)C)=O)C=CC(=C1)C=1C=2N(N=CC1)C=CC2